5-fluoro-6-[4-[(3S)-3-(6-methyl-3-pyridinyl)isoxazolidine-2-carbonyl]-1-piperidinyl]pyrimidine-4-carboxamide FC=1C(=NC=NC1N1CCC(CC1)C(=O)N1OCC[C@H]1C=1C=NC(=CC1)C)C(=O)N